ClC=1C=NC=2N(C1)C(=C(N2)CC)C(=O)C2=CC(=C(C(=C2)Br)O)Br (6-chloro-2-ethylimidazo[1,2-a]pyrimidin-3-yl)(3,5-dibromo-4-hydroxyphenyl)methanone